(1-methyldecyl) heptanedioate C(CCCCCC(=O)[O-])(=O)OC(CCCCCCCCC)C